C(C)(C)(C)OC(=O)N1CCC(=CC1)C=1C=CC=2N(C1)C=C(N2)C2=CC=C(C=C2)S(=O)(=O)C 4-(2-(4-(methylsulfonyl)phenyl)imidazo[1,2-a]pyridin-6-yl)-3,6-dihydropyridine-1(2H)-carboxylic acid tert-butyl ester